Hexahydro-1H-1,4,7-triazonine-1,4,7-triacetic acid N1(CCN(CCN(CC1)CC(=O)O)CC(=O)O)CC(=O)O